[Cl-].[Cl-].CC1C(=CC2=CC(=C(C=C12)C)C)[Hf+2]C=1C(C2=CC(=C(C=C2C1)C)C)C bis(1,5,6-trimethylindenyl)hafnium dichloride